BrC=1NN=C2C(=CC=C(C12)Cl)F 3-bromo-4-chloro-7-fluoro-2H-indazole